CCSCCCCC 3-thia-octane